N1(N=CC=C1)CC1=CC2=C(C(=NO2)NS(=O)(=O)C=2C(=CC=C3C2OCCC32CCCC2)OC)C(=C1F)OC N-(6-((1H-pyrazol-1-yl)methyl)-5-fluoro-4-methoxybenzo[d]isoxazol-3-yl)-7-methoxyspiro[chroman-4,1'-cyclopentane]-8-sulfonamide